CN(C1=NC=C(C=N1)OC1C=2C=CC(=NC2CCC1)C1(CC1)NC(C1=CC=C(C=C1)F)=O)C N-(1-(5-((2-(dimethylamino)pyrimidin-5-yl)oxy)-5,6,7,8-tetrahydroquinolin-2-yl)cyclopropyl)-4-fluorobenzamide